2-(6-(((1R,5S,6s)-3-azabicyclo[3.1.0]hexan-6-yl)(methyl)amino)-1,2,4-triazin-3-yl)-5-(1H-imidazol-1-yl)phenol [C@@H]12CNC[C@H]2C1N(C1=CN=C(N=N1)C1=C(C=C(C=C1)N1C=NC=C1)O)C